benzyl 3-((4-(1-(4-chlorophenyl)-1H-pyrazole-4-sulfonamido)-3-(methoxy-carbonyl)benzyl)oxy)azetidine-1-carboxylate ClC1=CC=C(C=C1)N1N=CC(=C1)S(=O)(=O)NC1=C(C=C(COC2CN(C2)C(=O)OCC2=CC=CC=C2)C=C1)C(=O)OC